O.P(=O)(O)(O)[O-].[Na+] Sodium Dihydrogen orthophosphate monohydrate